1,12-di-tert-butyl 6-(2,5-dioxopyrrolidin-1-yl) (S)-4,9-dioxo-2,11-dioxa-5,8-diazadodecane-1,6,12-tricarboxylate O=C(COCC(=O)OC(C)(C)C)N[C@@H](CNC(COCC(=O)OC(C)(C)C)=O)C(=O)ON1C(CCC1=O)=O